1-(cis-4-acetamidocyclohexyl)-4-chloro-N-(5-((4-fluorophenyl)ethynyl)-3-methylpyridin-2-yl)-1H-pyrazole-5-carboxamide C(C)(=O)N[C@H]1CC[C@H](CC1)N1N=CC(=C1C(=O)NC1=NC=C(C=C1C)C#CC1=CC=C(C=C1)F)Cl